F[C@@H]1[C@H](CN(C1)C=1C=NC=CC1)NC(OC(C)(C)C)=O tert-butyl N-[(3S,4S)-4-fluoro-1-(pyridin-3-yl)pyrrolidin-3-yl]carbamate